tert-butyl 2-{5-[(cyclopropylcarbonyl)(methyl)amino]pyridin-2-yl}hydrazinecarboxylate C1(CC1)C(=O)N(C=1C=CC(=NC1)NNC(=O)OC(C)(C)C)C